FC(CN1N=CC=2C1=NC(=CN2)N2CC1(CCN(C1=O)C=1C=NC(=CC1)C(F)(F)F)CC2)F 7-[1-(2,2-difluoroethyl)-1H-pyrazolo[3,4-b]pyrazin-6-yl]-2-[6-(trifluoromethyl)pyridin-3-yl]-2,7-diazaspiro[4.4]nonan-1-one